FC1=C(C=CC=C1)C1=NN(C2=CC(=CC=C12)C=O)C 3-(2-fluorophenyl)-1-methyl-1H-indazole-6-carbaldehyde